BrCCCCCCCC(=O)OC(CCCCCCCC)CCCCCC 1-hexylnonyl 8-bromooctanoate